FC(C(=O)NNC(=O)C1=CC=C(CNC(OC(C)(C)C)=O)C=C1)(F)F tert-butyl (4-(2-(2,2,2-trifluoroacetyl)hydrazine-1-carbonyl)benzyl)carbamate